[Si](C)(C)(C(C)(C)C)O[C@H]1C[C@H](C1)[C@H](N[S@](=O)C(C)(C)C)C1=NC(=CC=C1)C1=CC=C2C=NN(C2=C1)C1=NC(=CN=C1)CO[Si](C)(C)C(C)(C)C (R)-N-((S)-(cis-3-(tert-butyldimethylsilyloxy)cyclobutyl)(6-(1-(6-((tert-butyldimethylsilyloxy)methyl)pyrazin-2-yl)-1H-indazol-6-yl)pyridin-2-yl)methyl)-2-methylpropane-2-sulfinamide